ClC=1C=2C=3N(C(=NC2C=CC1)N[C@H]1C(NCCCC1)=O)N=C(N3)C3=CC=C(C=C3)F (3R)-3-{[10-chloro-2-(4-fluorophenyl)[1,2,4]triazolo[1,5-c]quinazolin-5-yl]amino}azepan-2-one